tert-Butyl 4-[4-[3-cyano-5-[(1R)-1-(3-pyridyl)ethoxy]imidazo[1,2-a]pyridin-7-yl]-5-methyl-triazol-1-yl]piperidine-1-carboxylate C(#N)C1=CN=C2N1C(=CC(=C2)C=2N=NN(C2C)C2CCN(CC2)C(=O)OC(C)(C)C)O[C@H](C)C=2C=NC=CC2